FC(OC1=CC=C(C=C1)SC=1C=C2C=NNC(C2=CC1)=O)F 6-((4-(difluoromethoxy)phenyl)thio)phthalazin-1(2H)-one